C(=O)(O)CN(CCN(CC(=O)O)CC(=O)O)CC(=O)O 2-{(2-[bis(carboxymethyl)amino]ethyl)(carboxymethyl)amino}acetic acid